5-((3-Methoxy-5-(trifluoromethoxy)phenyl)amino)-1-methyl-3-phenyltetrahydropyrimidin-2(1H)-one COC=1C=C(C=C(C1)OC(F)(F)F)NC1CN(C(N(C1)C)=O)C1=CC=CC=C1